2-(6-bromopyridin-2-yl)-2-methylpropanamide BrC1=CC=CC(=N1)C(C(=O)N)(C)C